4-(1-hydroxyethyl)phenol OC(C)C1=CC=C(C=C1)O